FC(C=1OC(=NN1)C1=CC(=C(C=C1)CN1N=NC(=C1)C1=CC(=CC=C1)N1CCNCC1)F)F 2-(difluoromethyl)-5-(3-fluoro-4-((4-(3-(piperazin-1-yl)phenyl)-1H-1,2,3-triazol-1-yl)methyl)phenyl)-1,3,4-oxadiazole